CC1OC(=C(C1=O)O)C 2,5-dimethyl-4-hydroxy-3(2h)furanone